ClC=1C=C(C(=O)N[C@H](C)C2=NC(=NS2)C2=CC(=NC=C2)C2CC2)C=CC1 (R)-3-chloro-N-(1-(3-(2-cyclopropylpyridin-4-yl)-1,2,4-thiadiazol-5-yl)ethyl)benzamide